C1=CC=CC=2C3=CC=CC=C3C(C12)COC(=O)N1C2C(CC(C1C1=CC=C(C=C1)NC1CCCC1)C(NC1=CC(=C(C=C1)C)C(F)(F)F)=O)CCC2 cis-9H-fluoren-9-ylmethyl-2-[4-(cyclopentylamino) phenyl]-3-[[4-methyl-3-(trifluoromethyl) phenyl] carbamoyl]-2,3,4,4a,5,6,7,7a-octahydrocyclopenta[b]pyridine-1-carboxylate